O1COC2=C1C=CC(=C2)C[C@H](C)N(C(OC(C)C)=O)CC iso-propyl N-[(1S)-2-(1,3-benzodioxol-5-yl)-1-methyl-ethyl]-N-ethyl-carbamate